N-(7-fluoro-1H-indol-3-yl)-3,4-dihydro-isoquinoline-2(1H)-carboxamide FC=1C=CC=C2C(=CNC12)NC(=O)N1CC2=CC=CC=C2CC1